ClC1=C(C=C2CCNCC2=C1)NC1=NC=C(C(=N1)C1=CC2=C(OCCNS2(=O)=O)S1)C(F)(F)F 7-(2-((7-chloro-1,2,3,4-tetrahydroisoquinolin-6-yl)amino)-5-(trifluoromethyl)pyrimidin-4-yl)-3,4-dihydro-2H-thieno[2,3-b][1,4,5]oxathiazepine 1,1-dioxide